2-[(2R)-3-[(4aR,8aS)-3,4,4a,5,6,7,8,8a-octahydro-2H-quinolin-1-yl]-2-[(4-chlorophenyl)methyl-cyclopropyl-amino]-3-oxo-propyl]isoindoline-1,3-dione N1(CCC[C@H]2CCCC[C@H]12)C([C@@H](CN1C(C2=CC=CC=C2C1=O)=O)N(C1CC1)CC1=CC=C(C=C1)Cl)=O